[Sb].[Na].[Li].[Na] sodium lithium sodium antimony